FC(C1=NNC=N1)F 3-(difluoromethyl)-[1,2,4]triazol